[Hg]=S mercury(II) sulfide